3-Butyl-1-vinyl-1H-imidazol-3-ium bromide [Br-].C(CCC)[N+]1=CN(C=C1)C=C